C(C)(=O)N1CCC(CC1)(OC)C=1C(N(C2=C(C(=NC(=C2C1)Cl)C)OCC1=CC=CC=C1)C)=O (1-acetyl-4-methoxypiperidin-4-yl)-8-(benzyloxy)-5-chloro-1,7-dimethyl-1,6-naphthyridin-2(1H)-one